C(C)(=O)N1C[C@@]2(CC1)C(NC1=CC(=C(C=C12)Cl)Cl)=O (S)-1'-acetyl-5,6-dichlorospiro[indoline-3,3'-pyrrolidin]-2-one